3-(1-((1-(2-((4-Ethylphenyl)sulfonamido)ethyl)piperidin-4-yl)methyl)-1H-1,2,3-triazol-4-yl)-5-fluoro-N-isobutyl-1H-indole-2-carboxamide C(C)C1=CC=C(C=C1)S(=O)(=O)NCCN1CCC(CC1)CN1N=NC(=C1)C1=C(NC2=CC=C(C=C12)F)C(=O)NCC(C)C